C(C=C)(=O)N1C[C@@H](N(C[C@H]1C)C=1C2=C(N(C(N1)=O)C=1C(=NC=CC1C)C(C)C)N=C(C(=C2)C#N)C2=C(C(=CC=C2)F)N)C ((2S,5R)-4-acryloyl-2,5-dimethylpiperazin-1-yl)-7-(2-amino-3-fluorophenyl)-1-(2-isopropyl-4-methylpyridin-3-yl)-2-oxo-1,2-dihydropyrido[2,3-d]pyrimidine-6-carbonitrile